2-[[propyl-hydroxyphosphinyl]oxy]glutaric acid C(CC)P(=O)(OC(C(=O)O)CCC(=O)O)O